N-[6-[(E)-dimethylaminomethylenecarbamoyl]-2-quinolinyl]carbamic acid tert-butyl ester C(C)(C)(C)OC(NC1=NC2=CC=C(C=C2C=C1)C(/N=C/N(C)C)=O)=O